5-chloro-2-(4,4-difluoroazepan-1-yl)-6-methoxy-N-(2-sulfamoylpyridin-4-yl)pyridine-3-carboxamide ClC=1C=C(C(=NC1OC)N1CCC(CCC1)(F)F)C(=O)NC1=CC(=NC=C1)S(N)(=O)=O